ethylenediaminetetra(methylphosphonic acid) C(CN(P(OC)(O)=O)P(OC)(O)=O)N(P(OC)(O)=O)P(OC)(O)=O